4-bromo-7-fluorobenzo[d][1,3]dioxol BrC1=CC=C(C=2OCOC21)F